propane-2-yn CC#C